N'-[trans-4-[2-[4-(benzo[b]thiophene-7-yl)piperazine-1-yl]ethyl]cyclohexyl]-N,N-dimethyl-urea S1C2=C(C=C1)C=CC=C2N2CCN(CC2)CC[C@@H]2CC[C@H](CC2)NC(N(C)C)=O